N1C=C(C=C1)C(=O)OC(C)(C)C tert-butyl 1H-pyrrole-3-carboxylate